methyl 3-formyl-4-methanesulfonamidobenzoate C(=O)C=1C=C(C(=O)OC)C=CC1NS(=O)(=O)C